6-(1-((3aR,5s,6aS)-2-acetyloctahydrocyclopenta[c]pyrrol-5-yl)-5-methyl-1H-pyrazol-4-yl)-4-((3-fluoropyridin-2-yl)thio)pyrazolo[1,5-a]pyridine-3-carbonitrile C(C)(=O)N1C[C@@H]2[C@H](C1)CC(C2)N2N=CC(=C2C)C=2C=C(C=1N(C2)N=CC1C#N)SC1=NC=CC=C1F